6',8'-difluoro-N-(furan-3-ylmethyl)-4'-oxo-3',4'-dihydro-1'H-spiro[piperidine-4,2'-quinoline]-1-carboxamide FC=1C=C2C(CC3(NC2=C(C1)F)CCN(CC3)C(=O)NCC3=COC=C3)=O